N-([1,1'-biphenyl]-2-yl)acetamide C1(=C(C=CC=C1)NC(C)=O)C1=CC=CC=C1